(S)-N-(1-cyanopropyl)-4-(5-fluoro-2-((1-(1-methylpiperidin-4-yl)-1H-pyrazol-4-yl)amino)pyrimidin-4-yl)benzamide C(#N)[C@H](CC)NC(C1=CC=C(C=C1)C1=NC(=NC=C1F)NC=1C=NN(C1)C1CCN(CC1)C)=O